(E)-4-(((ethyl-(methyl)amino)methylene)amino)-2,5-dimethylbenzoic acid C(C)N(C)\C=N\C1=CC(=C(C(=O)O)C=C1C)C